FC(C1=NN=C(O1)C=1C=CC(=NC1)CN1C(OCC(=N1)C=1SC=CC1)=O)F 3-[[5-[5-(difluoromethyl)-1,3,4-oxadiazol-2-yl]-2-pyridyl]methyl]-5-(2-thienyl)-6H-1,3,4-oxadiazin-2-one